anti-perimidino[1',2':1,5]pyrrolo[3,4-m]phthaloperine-9,19-dione C1=CC=C2C=CC=C3N=C4C5=CC6=C(C=C5C(N4C1=C23)=O)C=2N(C6=O)C=6C=CC=C3C=CC=C(N2)C63